C1(CC1)C1=C(C=C(C=N1)C1=CC(=C2C(=N1)N=C(N2)NC(=O)C2=CC=C(C=N2)CCC(=O)O)N(C)CC2(CCCC2)COC)C(F)(F)F 3-[6-({5-[6-cyclopropyl-5-(trifluoromethyl)pyridin-3-yl]-7-({[1-(methoxymethyl)cyclopentyl]methyl}(methyl)amino)-1H-imidazo[4,5-b]pyridin-2-yl}carbamoyl)pyridin-3-yl]propanoic acid